Ethyl 2-(7-chloro-8-fluoro-1,1-dioxido-4-oxothiochroman-3-yl)-2-oxoacetate ClC1=CC=C2C(C(CS(C2=C1F)(=O)=O)C(C(=O)OCC)=O)=O